C1(CCCCC1)(C1=CC=C(C=C1)O)C1=CC=C(C=C1)O 4,4'-cyclohexylidenebisphenol